N2,N3-diisopropylbutane-2,3-diimine C(C)(C)N=C(C)C(C)=NC(C)C